2-(3,5-dichloro-4-((2-(4-methylbenzyl)-1-oxo-1,2,3,4-tetrahydroisoquinoline-6-yl)oxy)phenyl)-3,5-dioxo-2,3,4,5-Tetrahydro-1,2,4-triazine-6-carboxylic acid ClC=1C=C(C=C(C1OC=1C=C2CCN(C(C2=CC1)=O)CC1=CC=C(C=C1)C)Cl)N1N=C(C(NC1=O)=O)C(=O)O